butyl-3-dodecyl-imidazole bromide [Br-].C(CCC)C1=NC=CN1CCCCCCCCCCCC